FC(OCC=1C(=NON1)C(=O)N)F 4-((difluoromethoxy)methyl)-1,2,5-oxadiazole-3-carboxamide